IC1=C(C=O)C=C(C=C1I)I 2,3,5-triiodobenzaldehyde